ClC1=CC=C2C(=CN=C(C2=C1)NC1CC2(CC(C2)OC2=C(C(=O)N)C=CC=N2)C1)OC 2-(((2S,4s,6S)-6-((7-chloro-4-methoxyisoquinolin-1-yl)amino)spiro[3.3]heptan-2-yl)oxy)nicotinamide